5-fluoro-4-[5-(3-hydroxy-4,4-dimethyl-pent-1-ynyl)-3,4-dihydro-2H-quinolin-1-yl]-1H-quinazolin-2-one FC1=C2C(=NC(NC2=CC=C1)=O)N1CCCC2=C(C=CC=C12)C#CC(C(C)(C)C)O